3-(7-(3-chloro-2-cyclopropyl-5-(methoxymethoxy)phenyl)-6,8-difluoro-2-((hexahydro-1H-pyrrolizin-7a-yl)methoxy)quinazolin-4-yl)-3-azabicyclo[3.2.1]octan-6-ol ClC=1C(=C(C=C(C1)OCOC)C1=C(C=C2C(=NC(=NC2=C1F)OCC12CCCN2CCC1)N1CC2CC(C(C1)C2)O)F)C2CC2